(E)-3-(1,2-dibromovinyl)thiophene Br\C(=C\Br)\C1=CSC=C1